O=C(CCCC(=O)O)NCCCCCCCCCCCC 5-oxo-5-(dodecylamino)pentanoic acid